BrC1=CC=C(C=C1)C1=C(C(=CC(=N1)C1=CC=C(C(=O)OCC)C=C1)Cl)C#N Ethyl 4-(6-(4-bromophenyl)-4-chloro-5-cyanopyridin-2-yl)benzoate